1-(5-Methyl-3,6,7,8-tetrahydro-1H-2,4-diaza-as-indacen-2-yl)-2-(1-pyrimidin-5-yl-azetidin-3-yl)-ethanone CC=1N=C2CN(CC2=C2CCCC12)C(CC1CN(C1)C=1C=NC=NC1)=O